O=C1NC(CCC1N1C(C2=CC=C(C=C2C1)NS(=O)(=O)C1=C(C=CC=C1)C(F)(F)F)=O)=O N-(2-(2,6-dioxopiperidin-3-yl)-1-oxoisoindolin-5-yl)-2-(trifluoro-methyl)benzene-sulfonamide